CC1=NC(=CC(=C1)C1=C(C(=C(C(=C1N1C2=CC=C(C=C2C=2C=C(C=CC12)C)C)C1=NC(=NC(=N1)C1=CC=CC=C1)C1=CC=CC=C1)N1C2=CC=C(C=C2C=2C=C(C=CC12)C)C)N1C2=CC=C(C=C2C=2C=C(C=CC12)C)C)N1C2=CC=C(C=C2C=2C=C(C=CC12)C)C)C 9,9',9'',9'''-(4-(2,6-dimethylpyridin-4-yl)-6-(4,6-diphenyl-1,3,5-triazin-2-yl)benzene-1,2,3,5-tetrayl)tetrakis(3,6-dimethyl-9H-carbazole)